C(#N)N=C(NCCCCCCC1CN(CC1)C(=O)C=1NC=CC1)NC1=C(C=NC=C1Cl)Cl 2-cyano-1-(6-(1-(2-pyrrolylformyl)pyrrolidine-3-yl)hexyl)-3-(3,5-dichloro-4-pyridinyl)guanidine